N(C1=CC=CC=C1)C1=NC(=NC(=N1)N1CCOCC1)NC=1C=C(C(=CC1)C=CC=1C(=CC(=CC1)NC1=NC(=NC(=N1)NC1=CC=CC=C1)N1CCOCC1)S(=O)(=O)O)S(=O)(=O)O 4,4'-bis(2-anilino-4-morpholino-1,3,5-triazin-6-ylamino)stilbene-2,2'-disulfonic acid